azobisbutyramidine N(=NCCCC(=N)N)CCCC(=N)N